3-(3-methoxypropoxy)-2-(3-methylphenyl)-4H-1-benzopyran-4-one COCCCOC1=C(OC2=C(C1=O)C=CC=C2)C2=CC(=CC=C2)C